7-(2,3-Dichloro-6-hydroxyphenyl)imidazo[1,2-a]pyridine-2-carboxylic acid ClC1=C(C(=CC=C1Cl)O)C1=CC=2N(C=C1)C=C(N2)C(=O)O